C(C)(C)(C)C=1C(=NN2C1N=C(C=C2C=2C=NNC2)N2CC1=CC=CC=C1C2)C(=O)[O-] 3-(tert-butyl)-5-(isoindolin-2-yl)-7-(1H-pyrazol-4-yl)pyrazolo[1,5-a]pyrimidine-2-carboxylate